ethyl-3-butylimidazole p-toluenesulfonate CC1=CC=C(C=C1)S(=O)(=O)O.C(C)C1=NC=CN1CCCC